tert-butyl 3,3-dimethyl-6-((7-((3-methyl-4-(methylsulfonyl)phenyl)amino)-2,6-naphthyridin-1-yl)ethynyl)-2-oxoindoline-1-carboxylate CC1(C(N(C2=CC(=CC=C12)C#CC1=NC=CC2=CN=C(C=C12)NC1=CC(=C(C=C1)S(=O)(=O)C)C)C(=O)OC(C)(C)C)=O)C